Cl.Cl.FC1=CC=C(CN2N=NC(=C2)C2CCNCC2)C=C1 4-[1-(4-Fluoro-benzyl)-1H-[1,2,3]triazol-4-yl]-piperidine, dihydrochloride